ClC1=C(C(=O)O)C=CC(=C1S(=O)CCC)S(=O)(=O)C 2-Chloro-4-methylsulfonyl-3-propylsulfinyl-benzoic acid